C(C)(C)(C)OC(=O)N1CCC(CC1)C=1C=C2C(=C(NC2=CC1)C1=CN(C(C(=C1C)Cl)=O)C)C(C)C 4-(2-(5-chloro-1,4-dimethyl-6-oxo-1,6-dihydropyridin-3-yl)-3-isopropyl-1H-indol-5-yl)piperidine-1-carboxylic acid tert-butyl ester